COC(C[N+](C)(C)C)=P(=O)CCOC(C=C)=O (methyl)acryloyloxyethyl-phosphorylcholine